NC1=CC(=C(C(=C1)F)S(=O)(=O)F)F 4-Amino-2,6-difluorophenylsulfonyl fluoride